OCC=1C=CC=C2C=C(C(NC12)=O)CC1=CC(=CC=C1)OC(F)(F)F 8-(Hydroxymethyl)-3-(3-(trifluoromethoxy)benzyl)quinolin-2(1H)-one